CN(CC(=O)NC=1C=C(C=NC1)CC1=C(C2=C(CNCC2)S1)C(=O)NC1=CC(=CC=C1)C(F)(F)F)C (5-(2-(Dimethylamino)acetamido)pyridine-3-yl)methyl-N-(3-(trifluoromethyl)phenyl)-4,5,6,7-tetrahydrothieno[2,3-c]pyridine-3-carboxamide